ClC1=C(C(=O)N(C)C)C=CC(=C1)OC1CC(C1)CC1CCN(CC1)C([C@](C(F)(F)F)(O)C1=CC(=CC=C1)OC(F)F)=O |o1:25| 2-chloro-4-((1R,3s)-3-((1-((R or S)-2-(3-(difluoromethoxy)phenyl)-3,3,3-trifluoro-2-hydroxypropanoyl)piperidin-4-yl)methyl)cyclobutoxy)-N,N-dimethylbenzamide